[I-].C1(=CC=C(C=C1)C1=CC=[N+](C=C1)C)C1=CC=C(C=C1)C1=CC=CC=C1 4-([1,1':4',1''-terphenyl]-4-yl)-1-METHYLPYRIDIN-1-ium iodide